2-(5-(8-methyl-[1,2,4]triazolo[1,5-a]pyridin-6-yl)-4-(2,2,2-trifluoroethyl)-1H-pyrazol-3-yl)-5-(1-neopentylpiperidin-4-yl)thiazole CC=1C=2N(C=C(C1)C1=C(C(=NN1)C=1SC(=CN1)C1CCN(CC1)CC(C)(C)C)CC(F)(F)F)N=CN2